N-(m-tolyl)pyrazino[6',1':2,3]imidazo[4,5-b][1,6]naphthyridin-12-amine C1(=CC(=CC=C1)NC1=C2C(=NC3=CC=NC=C13)N1C(=N2)C=NC=C1)C